nickel 5-(4-hydroxymethyl-phenoxy)acenaphthoquinone OCC1=CC=C(OC2=CC=C3C(C(C=4C=CC=C2C43)=O)=O)C=C1.[Ni]